1-(bis(4-fluorophenyl)methyl)-4-(6-cyano-1-methyl-2-oxo-1,2-dihydro-1,5-naphthyridin-4-yl)piperazine-2-carboxamide FC1=CC=C(C=C1)C(N1C(CN(CC1)C1=CC(N(C2=CC=C(N=C12)C#N)C)=O)C(=O)N)C1=CC=C(C=C1)F